N-[(1R)-1-(2,4-difluorophenyl)-2-hydroxyethyl]-2-(4-methyl-2-oxo-1,4-dihydroquinazolin-3-yl)acetamide FC1=C(C=CC(=C1)F)[C@H](CO)NC(CN1C(NC2=CC=CC=C2C1C)=O)=O